1-((3S,5S)-1-acryloyl-5-methylpyrrolidin-3-yl)-3-((1-cyclopropyl-6-fluoro-1H-benzo[d]imidazol-5-yl)ethynyl)-5-(methylamino)-1H-pyrazole-4-carboxamide C(C=C)(=O)N1C[C@H](C[C@@H]1C)N1N=C(C(=C1NC)C(=O)N)C#CC1=CC2=C(N(C=N2)C2CC2)C=C1F